(1R)-format C(=O)[O-]